CN([C@H]1C(C[C@@H](CC1)NC1=NC2=C(C=C(C=C2C=N1)C=1C=CC(=NC1C)NS(=O)(=O)CCC(F)(F)F)CC)F)C N-(5-(2-(((1R,4R)-4-(dimethylamino)-3-fluorocyclohexyl)amino)-8-ethyl-quinazolin-6-yl)-6-methylpyridin-2-yl)-3,3,3-trifluoropropane-1-sulfonamide